1-((5-(3-((cyclobutylmethyl)amino)piperidin-1-yl)benzyl)-1H-1,2,3-triazol-4-yl)-N,N-dimethylpyridin-3-amine C1(CCC1)CNC1CN(CCC1)C=1C=CC=C(CN2N=NC(=C2)N2CC(=CC=C2)N(C)C)C1